butylene 1,4-cyclohexanedicarboxylate C12CCC(CC1)C(=O)OCCCCOC2=O